ethyl 1-(4-[[2-(4-bromophenyl)-5-hydroxy-3-methyl-1H-indol-1-yl] methyl] phenyl)-1,4,7,10-tetraoxadodecan-12-oate BrC1=CC=C(C=C1)C=1N(C2=CC=C(C=C2C1C)O)CC1=CC=C(C=C1)OCCOCCOCCOCC(=O)OCC